Methyl 2-phenyl-3-(quinolin-6-yl)cyclobutane-1-carboxylate C1(=CC=CC=C1)C1C(CC1C=1C=C2C=CC=NC2=CC1)C(=O)OC